C1=NCC(C2=CC=CC=C12)=O isoquinolin-4(3H)-one